N-[4-[2-chloro-3-(4-methylpiperazin-1-yl)phenoxy]-5-ethyl-6-(6-isopentyloxy-2-pyridyl)pyrimidin-2-yl]-1-methyl-pyrazole-4-sulfonamide ClC1=C(OC2=NC(=NC(=C2CC)C2=NC(=CC=C2)OCCC(C)C)NS(=O)(=O)C=2C=NN(C2)C)C=CC=C1N1CCN(CC1)C